CN(C1CN(C1)C1CCN(CC1)C1=CC=C(C=C1)NC=1N=CC2=C(N1)N(C(C=C2C#C)=O)C2=CC=CC=C2)C 2-[(4-{4-[3-(Dimethylamino)azetidin-1-yl]piperidin-1-yl}phenyl)amino]-5-ethynyl-8-phenylpyrido[2,3-d]pyrimidin-7-one